NC1=C(C=C(C=N1)C=1C=C2N(N1)CC[C@]21CN(CC1)C(=O)NC(C)(C)C1=NC=NC=C1)C(F)(F)F |r| (rac)-2'-[6-amino-5-(trifluoromethyl)pyridin-3-yl]-N-[2-(pyrimidin-4-yl)propan-2-yl]-5',6'-dihydrospiro[pyrrolidine-3,4'-pyrrolo[1,2-b]pyrazole]-1-carboxamide